C(C=C)(=O)N1CCN(CC1)C1=NC(N2C3=C(C(=C(C=C13)C(F)(F)F)C1=CC(=C(C=C1)F)Cl)SC[C@@H]2COC)=O (S)-7-(4-acryloylpiperazin-1-yl)-10-(3-chloro-4-fluorophenyl)-3-(methoxymethyl)-9-(trifluoromethyl)-2,3-dihydro-5H-[1,4]thiazino[2,3,4-ij]quinazolin-5-one